C(C)(C)(C)OC(=O)N1CC2=CC(=CC=C2CC1)OCC=1C=C2C=CC=NC2=CC1 7-((quinoline-6-yl)methoxy)-3,4-dihydroisoquinoline-2(1H)-carboxylic acid tert-butyl ester